BrC1=NC(=CC(=C1)C1=CC=CC=C1)S(=O)(=O)C 2-bromo-6-(methylsulfonyl)-4-phenylpyridine